2-[3-(hexahydropyrrolo[3,4-b]pyrrol-5(1H)-yl)-1,2,4-triazin-6-yl]-5-(1H-pyrazol-4-yl)phenol N1C2C(CC1)CN(C2)C=2N=NC(=CN2)C2=C(C=C(C=C2)C=2C=NNC2)O